2-bromo-4-methoxy-5-(trifluoromethyl)phenol BrC1=C(C=C(C(=C1)OC)C(F)(F)F)O